C=C(C(=O)O)CCC(=O)O 2-Methylenepentanedioic Acid